2-methyl-azetidine CC1NCC1